C(CC)OC1=C(C(=C(C(=C1)C1CCCCC1)C1CCCCC1)F)F dicyclohexyl-2,3-difluorophenyl propyl ether